(2R)-2-(2-methyl-phenyl)piperidine CC1=C(C=CC=C1)[C@@H]1NCCCC1